CC1CN(CC(N1)C)C1=NC=C(C(=N1)NC=1C=C2C=NNC2=CC1)C N-(2-(3,5-dimethylpiperazin-1-yl)-5-methylpyrimidin-4-yl)-1H-indazol-5-amine